(E)-3-(dimethylamino)-1-(4-fluoro-2-nitro-phenyl)prop-2-en-1-one CN(/C=C/C(=O)C1=C(C=C(C=C1)F)[N+](=O)[O-])C